(E)-1-(2-cyclohexylvinyl)-5,5-difluoro-3-(trifluoromethyl)-1,5,6,7-tetrahydro-4H-indol-4-one C1(CCCCC1)/C=C/N1C=C(C=2C(C(CCC12)(F)F)=O)C(F)(F)F